tert-butyl 3-(4'-chloro-2-methylsulfinyl-spiro[6,8-dihydro-5H-quinazoline-7,1'-indane]-4-yl)-3,6-diazabicyclo[3.1.1]heptane-6-carboxylate ClC1=C2CCC3(C2=CC=C1)CCC=1C(=NC(=NC1C3)S(=O)C)N3CC1N(C(C3)C1)C(=O)OC(C)(C)C